C1C(CC12CCC2)NC(=O)N[C@H](C(F)(F)F)C2=CC(=CC=C2)C(F)(F)F 1-spiro[3.3]hept-2-yl-3-[(S)-2,2,2-trifluoro-1-(3-trifluoromethyl-phenyl)-ethyl]-urea